(R,Z)-1-((5-bromo-2'-chloro-3'-fluoro-[1,1'-biphenyl]-2-yl)sulfonyl)-4-fluoro-N-(4-(methylsulfonyl)but-3-en-2-yl)piperidine-4-carboxamide BrC=1C=CC(=C(C1)C1=C(C(=CC=C1)F)Cl)S(=O)(=O)N1CCC(CC1)(C(=O)N[C@H](C)\C=C/S(=O)(=O)C)F